2,7-dibromo-9,9-dimethyl-9,10-dihydroacridine BrC1=CC=2C(C3=CC(=CC=C3NC2C=C1)Br)(C)C